(2R,4R)-4-(4-bromobenzyl)pyrrolidine-2-carboxylic acid BrC1=CC=C(C[C@@H]2C[C@@H](NC2)C(=O)O)C=C1